Alpha-(p-chlorobenzenesulfonyloxyimino)phenylacetonitrile ClC1=CC=C(C=C1)S(=O)(=O)ON=C(C#N)C1=CC=CC=C1